OC1=C(C=C(C=C1Br)C(C)(C)C1=CC(=C(C(=O)O)C(=C1)Br)Br)Br 4-(1-(4-hydroxy-3,5-dibromophenyl)-1-methylethyl)-2,6-dibromobenzoic acid